OCCC(=O)O 3-hydroxypropanoic acid